C(CCC\C=C/CC)OC(CCC(=O)OCCCCCCN(CCCCCCCC(=O)OC(C)CCCCCCCC)CCO)OCCCC\C=C/CC decan-2-yl 8-((6-((4,4-bis(((Z)-oct-5-en-1-yl)oxy)butanoyl)oxy)hexyl)(2-hydroxyethyl)amino)octanoate